The molecule is an N-acyllysophosphatidylethanolamine(1-) in which both the N- and O-acyl group are specified as oleoyl (9Z-octadecenoyl); major species at pH 7.3. It is a conjugate base of a N,1-dioleoyl-sn-glycero-3-phosphoethanolamine. CCCCCCCC/C=C\\CCCCCCCC(=O)NCCOP(=O)([O-])OC[C@@H](COC(=O)CCCCCCC/C=C\\CCCCCCCC)O